C(C)(C)(C)OC(=O)N1CC(C1)C=1N=NN(C1)C1(COC1)C(F)(F)F 3-[1-[3-(trifluoromethyl)oxetan-3-yl]triazol-4-yl]azetidine-1-carboxylic acid tert-butyl ester